CC1=C(C(C1=O)=O)N1CC2(CN(C2)C(=O)OC(C)(C)C)CC1 tert-butyl 6-(2-methyl-3,4-dioxocyclobut-1-en-1-yl)-2,6-diazaspiro[3.4]octane-2-carboxylate